(S)-5-benzyl-N-(4-oxo-2,3,4,5-tetrahydropyrido[3,2-b][1,4]oxazepin-3-yl)thiazole-2-carboxamide (S)-benzyl-2,2,2-trifluoroacetate C(C1=CC=CC=C1)OC(C(F)(F)F)=O.C(C1=CC=CC=C1)C1=CN=C(S1)C(=O)N[C@@H]1C(NC2=C(OC1)C=CC=N2)=O